[OH-].[OH-].[Ca+2] CALCIUM DIHYDROXIDE